O=C1C(=C(C=NN1COCC[Si](C)(C)C)N[C@H](CONC(C(C)C1CCN(CC1)C1=NC=C(C=N1)C(F)(F)F)=O)C)C(F)(F)F N-((S)-2-((6-oxo-5-(trifluoromethyl)-1-((2-(trimethylsilyl)ethoxy)methyl)-1,6-dihydropyridazin-4-yl)amino)propoxy)-2-(1-(5-(trifluoromethyl)pyrimidin-2-yl)piperidin-4-yl)propanamide